CCCCCCCCCCCCCCCCCCCCC(=O)O[C@H](COC(=O)CCCC/C=C\C/C=C\C/C=C\CCCCC)COP(=O)(O)OC[C@H](CO)O 1-(6Z,9Z,12Z-octadecatrienoyl)-2-heneicosanoyl-glycero-3-phospho-(1'-sn-glycerol)